3-hydroxyl-2-methylpropionic acid OCC(C(=O)O)C